C12OCC(C1)(C2)C2=NC(=CC(=N2)N2CC1(C=3C=NC(=CC32)NC(C)=O)CC1)C N-(1'-(2-(2-oxabicyclo[2.1.1]hexan-4-yl)-6-methylpyrimidin-4-yl)-1',2'-dihydrospiro[cyclopropane-1,3'-pyrrolo[3,2-c]pyridin]-6'-yl)acetamide